C(C)(C)(C)C1=CC=C2C(=N1)N(N=C2NS(=O)(=O)C2=CC=CC=C2)C2=CC(=CC=C2)Cl N-[6-tert-butyl-1-(3-chlorophenyl)pyrazolo[3,4-b]pyridin-3-yl]benzenesulfonamide